thyroxine sodium iodine [I].[Na].N[C@@H](CC1=CC(I)=C(C(I)=C1)OC1=CC(I)=C(C(I)=C1)O)C(=O)O